C(C)(C)(C)C1=CC=C(C=C1)C(C(F)(F)F)(O)C1=NC2=C(N1CC)C=C(C=C2)C(=O)NC2=CC(=CC=C2)S(=O)(=O)C 2-(1-(4-tert-butylphenyl)-2,2,2-trifluoro-1-hydroxyethyl)-1-ethyl-N-(3-(methylsulfonyl)phenyl)-1H-benzo[d]imidazole-6-carboxamide